(S)-N-(3-(3-bromo-5-fluorophenyl)-1-(methylamino)-1-oxopropan-2-yl)-3-phenyl-1H-pyrazole BrC=1C=C(C=C(C1)F)C[C@@H](C(=O)NC)N1N=C(C=C1)C1=CC=CC=C1